COC(=O)C12C(C(CC(C1=O)C(=O)OC)(CCC2C(=O)OC)C(=O)OC)=O 2,6-dioxobicyclo(1.3.3)-nonane-1,3,5,7-tetracarboxylic acid tetramethyl ester